OC1=C(C(=O)C2=CC=C(C=C2)CCCCC)C=CC(=C1)O 2,4-dihydroxy-4'-n-pentylbenzophenone